methyl (R)-methyl-4-(2-chloro-4-fluorophenyl)-6-(((1R,3S,5R)-3-((methylsulfonyl) carbamoyl)-2-azabicyclo[3.1.0]hex-2-yl) methyl)-2-(thiazol-2-yl)-1,4-dihydropyrimidine-5-carboxylate CN1C(=N[C@H](C(=C1CN1[C@@H]2C[C@@H]2C[C@H]1C(NS(=O)(=O)C)=O)C(=O)OC)C1=C(C=C(C=C1)F)Cl)C=1SC=CN1